OCCCCCN(CC(=O)O)CC(=O)O 2,2'-((5-hydroxypentyl)azanediyl)diacetic acid